(E)-N-(6-(2-chloro-5-fluorophenyl)-3-(2-fluorovinyl)-2-methyl-8-oxo-2,6,7,8-tetrahydropyrrolo[3,4-g]indazol-5-yl-6-d)-3-fluoro-5-(trifluoromethyl)benzamide ClC1=C(C=C(C=C1)F)C1(NC(C2=C1C(=CC1=C(N(N=C21)C)\C=C\F)NC(C2=CC(=CC(=C2)C(F)(F)F)F)=O)=O)[2H]